3-(Acrylamidomethyl)-N-methyl-1-(4-(trifluoromethoxy)phenyl)-1H-pyrazolo[3,4-b]pyridine-4-carboxamide C(C=C)(=O)NCC1=NN(C=2N=CC=C(C21)C(=O)NC)C2=CC=C(C=C2)OC(F)(F)F